BrC=1C=C2CCN(CC2=C(C1)F)C[C@@H]1CCC(N1)=O (5S)-5-[(6-bromo-8-fluoro-3,4-dihydro-1H-isoquinolin-2-yl)methyl]pyrrolidin-2-one